N2-(2-methoxy-4-(4-(methylsulfonyl)piperazin-1-yl)phenyl)-6-methyl-N8-neopentylpyrido[3,4-d]pyrimidine-2,8-diamine COC1=C(C=CC(=C1)N1CCN(CC1)S(=O)(=O)C)NC=1N=CC2=C(N1)C(=NC(=C2)C)NCC(C)(C)C